C(C)OC1=NC=CC=C1C1=NC(=C(C=C1)N1[C@@H](CNCC1)CC)C(=O)OC methyl (R)-2'-ethoxy-5-(2-ethylpiperazin-1-yl)-[2,3'-bipyridine]-6-carboxylate